ClC1=CC=C(C=C1)N1N=C(C=C1)O 1-(4-Chlorophenyl)-1H-pyrazol-3-ol